FC1=CC2=C(N=C(N=C2N2[C@@H](CNCC2)C)OC[C@H]2N(CCC2)C)N=C1C1=C2C=NN(C2=CC=C1)C 6-fluoro-7-(1-methyl-1H-indazol-4-yl)-4-((R)-2-methylpiperazin-1-yl)-2-(((S)-1-methylpyrrolidin-2-yl)methoxy)pyrido[2,3-d]pyrimidine